FC(C(=O)[O-])(F)F.[O-]S(=O)(=O)C(F)(F)F.[Sc+2] scandium triflate (trifluoro acetate)